ClC=1C(=C(C(=CC1)F)CC(C(=O)O)(F)F)F 3-chloro-α,α,2,6-tetrafluoro-benzenepropanoic acid